5-chloro-3-methyl-2-(4-(((R)-1-methylpiperidin-3-yl)amino)pyrido[3,4-d]pyridazin-1-yl)phenol ClC=1C=C(C(=C(C1)O)C1=C2C(=C(N=N1)N[C@H]1CN(CCC1)C)C=NC=C2)C